COC1=CC=C(C=C1)C=1N=CN(C1C1=CC=NC=C1)CC(=O)N1CCNCC1 2-[4-(4-methoxyphenyl)-5-(pyridin-4-yl)-1H-imidazol-1-yl]Acetyl-piperazine